Ethyl 2-(4-((4-(3-cyclohexyloxy-4-(trifluoromethyl)benzyl)piperazin-1-yl)methyl)-2,6-dimethylphenoxy)-2-methylpropanoate C1(CCCCC1)OC=1C=C(CN2CCN(CC2)CC2=CC(=C(OC(C(=O)OCC)(C)C)C(=C2)C)C)C=CC1C(F)(F)F